C1(=CCCCC1)C=1C(=NN2C1N=C(C(=C2OC)C2=CC=C(C=C2)OC)C=2C(=NOC2)N)C2=CC=CC=C2 (3-(cyclohex-1-en-1-yl)-7-methoxy-6-(4-methoxyphenyl)-2-phenylpyrazolo[1,5-a]pyrimidin-5-yl)isoxazol-3-amine